C(C1=CC=CC=C1)(=O)NNCCS(=O)(=O)N(C#C)CC1=CC=CC=C1 2-(2-benzoylhydrazino)-N-benzyl-N-ethynylethanesulfonamide